N-[5-(2,6-difluorobenzyl)-6,6-dimethyl-1,4,5,6-tetrahydropyrrolo[3,4-c]pyrazol-3-yl]benzamide methyl-(azetidin-2-ylmethyl)(1-(4-fluoro-3-(trifluoromethoxy)phenyl)cyclopropyl)carbamate COC(N(C1(CC1)C1=CC(=C(C=C1)F)OC(F)(F)F)CC1NCC1)=O.FC1=C(CN2C(C=3NN=C(C3C2)NC(C2=CC=CC=C2)=O)(C)C)C(=CC=C1)F